5-chloro-1'-[2-({2-oxo-1-[3-hydroxy-3-methylcyclobutyl]-1H,2H-pyrido[2,3-d]pyrimidin-6-yl}oxy)ethyl]-1,2-dihydrospiro[indole-3,4'-piperidin]-2-one ClC=1C=C2C(=CC1)NC(C21CCN(CC1)CCOC1=CC2=C(N(C(N=C2)=O)C2CC(C2)(C)O)N=C1)=O